tert-butyl-[2-(4-iodo-5-methyl-pyrazol-1-yl)cyclohexoxy]-dimethyl-silane C(C)(C)(C)[Si](C)(C)OC1C(CCCC1)N1N=CC(=C1C)I